COC[C@H]1OCCN(C1)CC1=CC(=C2CN(C(C2=C1)=O)C1=CC(=CC=C1)C1(COC1)CC1=NN=CN1C)C(F)(F)F (S)-6-((2-(methoxymethyl)morpholino)methyl)-2-(3-(3-((4-methyl-4H-1,2,4-triazol-3-yl)methyl)oxetan-3-yl)phenyl)-4-(trifluoromethyl)isoindolin-1-one